C(C1=CC=CC=C1)OC1=CC2=C(SC(=C2Br)C)C=C1 5-(benzyloxy)-3-bromo-2-methylbenzo[b]thiophene